[Si](C)(C)(C(C)(C)C)O[C@@H]1COCC[C@H]1NC1=NC=C(C(=C1)C1=NN2C(C(NC=C2C2CC2)=O)=C1)Cl 2-(2-(((3S,4R)-3-((tert-butyldimethylsilyl)oxy)tetrahydro-2H-pyran-4-yl)amino)-5-chloropyridin-4-yl)-7-cyclopropylpyrazolo[1,5-a]pyrazin-4(5H)-one